CN1C(=NC=C1[N+](=O)[O-])\C=C/1\C(N=C(S1)NCC(CO)O)=O (5Z)-5-[(1-methyl-5-nitro-1H-imidazol-2-yl)methylene]-2-[(2,3-dihydroxypropyl)amino]-4(5H)thiazolone